C(CC\C=C/CCCCC)C(=C(C(=O)O)F)CCC\C=C/CCCCC (Z)-3-((Z)-dec-4-en-1-yl)-2-fluorotrideca-2,7-dienoic acid